(3-acetyl-5-(2-hydroxypyrimidin-5-yl)-1H-indazol-1-yl)acetic acid C(C)(=O)C1=NN(C2=CC=C(C=C12)C=1C=NC(=NC1)O)CC(=O)O